ClC1=NC=C(C(=C1)C)Cl 2,5-Dichloro-4-methylpyridine